CC1=CC=C(C=C1)N(CCO)CCO 2,2'-(4-Methylphenyl-imino)diethanol